5-(hydroxymethyl)benzene OCC=1C=CC=CC1